CC1=C(C=2N(C=C1C1=C(C(=NN1)C1=CC=3OC[C@H]4N(C3N=C1)[C@H](CNC4)C)C(C)C)N=CN2)C |r| Rac-(6aS,10S)-3-(5-(7,8-dimethyl-[1,2,4]triazolo[1,5-a]pyridin-6-yl)-4-isopropyl-1H-pyrazol-3-yl)-10-methyl-6,6a,7,8,9,10-hexahydropyrazino[1,2-d]pyrido[3,2-b][1,4]oxazin